[Si](C)(C)(C(C)(C)C)OCC(CC=1C2(C3=CC=CC=C3C1)CCC(CC2)(C(=O)OC)NC2=CC(=CC=C2)Cl)C#CCCC methyl (1r,4r)-2'-[2-({[tert-butyl(dimethyl)silyl]oxy}methyl)hept-3-yn-1-yl]-4-(3-chloroanilino)spiro[cyclohexane-1,1'-indene]-4-carboxylate